CN1N=CC=2C=3C=CC=4NN=C(/C=C/C=5C(=NN(C5CNC[C@@H](OC12)C)C)C)C4C3 (8S,17E)-5,8,13,15-tetramethyl-7-oxa-4,5,10,13,14,20,21-heptazapentacyclo[17.5.2.02,6.012,16.022,26]hexacosa-1(25),2(6),3,12(16),14,17,19,22(26),23-nonaene